ClC=1C(=CSC1Cl)S(=O)(=O)Cl 4,5-dichlorothiophene-3-sulfonyl chloride